2-(cyclopentyloxy)-4-trifluoromethyl-1,3,2-dioxaphospholane C1(CCCC1)OP1OCC(O1)C(F)(F)F